1,1-dioxoperylo[1,12-BCD]thiophene-3,4,9,10-tetracarboxylic acid O=S1(C2=C3C4=C1C=C(C1=C(C=CC(C=5C=CC(=C(C(=C2)C(=O)O)C53)C(=O)O)=C14)C(=O)O)C(=O)O)=O